COC(C(=O)O)C(C)C methoxy-3-methylbutyric acid